tert-butyl 4-[(5-chloropyridin-2-yl)(cyano)methylene]piperidine-1-carboxylate ClC=1C=CC(=NC1)C(=C1CCN(CC1)C(=O)OC(C)(C)C)C#N